COC(OC)C1=C(C=CC=C1)C1=CC=CC=C1 dimethoxymethyl-biphenyl